N-(3-(3-bromo-2-methylphenoxy)propyl)pyrrolidin-3-ol BrC=1C(=C(OCCCN2CC(CC2)O)C=CC1)C